N-[1-[[1-(2,6-difluoro-4-phenyl-benzoyl)-4-piperidyl]methyl]-4-piperidyl]-5-[4-[(7-ethyl-6-oxo-5H-1,5-naphthyridin-3-yl)methyl]piperazin-1-yl]pyridine-2-carboxamide FC1=C(C(=O)N2CCC(CC2)CN2CCC(CC2)NC(=O)C2=NC=C(C=C2)N2CCN(CC2)CC=2C=NC=3C=C(C(NC3C2)=O)CC)C(=CC(=C1)C1=CC=CC=C1)F